3,4-Dichloro-5-methyl-N-(2-morpholino-4-(5-oxo-4,5-dihydro-1,2,4-oxadiazol-3-yl)phenyl)-1H-pyrrole-2-carboxamide ClC1=C(NC(=C1Cl)C)C(=O)NC1=C(C=C(C=C1)C1=NOC(N1)=O)N1CCOCC1